O1C=C(C=C1)C=1C=C2CCN(CC2=CC1)C(=O)NC1=CNC2=CC=CC=C12 6-(furan-3-yl)-N-(1H-indol-3-yl)-3,4-dihydroisoquinoline-2(1H)-carboxamide